(Z)-(3-(pyridin-3-yl)thiazol-2(3H)ylidene)carbamic acid ethyl ester C(C)OC(\N=C\1/SC=CN1C=1C=NC=CC1)=O